3-[2-amino-5-(2-cyano-6-methyl-4-pyridinyl)thiazol-4-yl]benzonitrile NC=1SC(=C(N1)C=1C=C(C#N)C=CC1)C1=CC(=NC(=C1)C)C#N